5-(DIMETHOXYMETHYL)FURAN-2-BORONIC ACID COC(C1=CC=C(O1)B(O)O)OC